FC=1C(=NC=C(C1)F)C(=O)NNC(OC(C)(C)C)=O tert-butyl N-[(3,5-difluoropyridine-2-carbonyl)amino]carbamate